C(#N)CC(=O)NCC1=NN(C=2N(C([C@H]([C@@H](C21)C2=CC=C(C=C2)F)NC(=O)C2=NC=CC(=N2)C(F)(F)F)=O)CC)C2=CC=CC=C2 N-((4R,5S)-3-((2-cyanoacetamido)methyl)-7-ethyl-4-(4-fluorophenyl)-6-oxo-1-phenyl-4,5,6,7-tetrahydro-1H-pyrazolo[3,4-b]pyridin-5-yl)-4-(trifluoromethyl)pyrimidine-2-carboxamide